BrC=1C=C(CC2CCNC2)C=CC1 4-(3-bromo-benzyl)-pyrrolidine